N1N=CC2=CC=C(C=C12)NCC=1C=C(C(=CC1)O)O 4-((1H-indazol-6-ylamino)methyl)benzene-1,2-diol